5-chloro-4-((1-methylpiperidin-3-yl)oxy)-6-(3-phenyl-5-(((tetrahydro-2H-pyran-2-yloxy)methyl)-1H-pyrazol-1-yl)pyrimidin-2-yl)morpholine ClC1C(OCCN1OC1CN(CCC1)C)C1N=CC(=CN1C1=CC=CC=C1)N1N=C(C=C1)COC1OCCCC1